ClC=1C(=CC(=NC1)NC(=O)C1=NOC=C1)C=O N-(5-chloro-4-formyl-2-pyridyl)isoxazole-3-carboxamide